FC1=C(CN2C(NC(C(=C2C)I)=O)=O)C(=CC=C1)C(F)(F)F 1-(2-fluoro-6-(trifluoromethyl)benzyl)-5-iodo-6-methylpyrimidine-2,4(1H,3H)-dione